C(#N)C1=CC=C(C(=O)NC2(CCC2)C2=CC=C(C=C2)C=2C=NC(=CC2)C#N)C=C1 4-cyano-N-(1-(4-(6-cyanopyridin-3-yl)phenyl)cyclobutyl)benzamide